C(#N)C=1C=C(C=C(C1)N1CCC(CC1)(F)F)NC(C1=C(C=C(C=C1)NS(=O)(=O)CCO)N1CCC2(CC2)CC1)=O N-(3-cyano-5-(4,4-difluoropiperidin-1-yl)phenyl)-4-((2-hydroxyethyl)sulfonylamino)-2-(6-azaspiro[2.5]oct-6-yl)benzamide